3-(naphthalen-2-yl)-1-phenyl-1-propanone C1=C(C=CC2=CC=CC=C12)CCC(=O)C1=CC=CC=C1